N1N=C(N=C1)CC1CN(CCC1)C(=O)OC(C)(C)C tert-Butyl 3-((1H-1,2,4-triazol-3-yl)methyl)piperidine-1-carboxylate